C[C@@H]1C(=C[C@@H]([C@H](O1)OP(=O)([O-])OP(=O)([O-])OC[C@@H]2[C@H]([C@H]([C@@H](O2)N3C=NC4=C3N=C(NC4=O)N)O)O)O)N The molecule is a nucleotide-sugar oxoanion obtained by deprotonation of the diphosphate OH groups of GDP-4-amino-3,4,6-trideoxy-alpha-D-threo-hex-3-enopyranose; major species at pH 7.3. It is a conjugate base of a GDP-4-amino-3,4,6-trideoxy-alpha-D-threo-hex-3-enopyranose.